Cl.N[C@H]1CC(OC1)=O (S)-4-Aminodihydro-2(3H)-furanone hydrochloride